BrC(C(=O)NC1=C2CN(CC2=CC=C1)C(=O)OC(C)(C)C)CCBr tert-butyl 4-(2,4-dibromobutanoylamino)isoindoline-2-carboxylate